CN1N=CC2=CC=C(C=C12)C=1C2=C(NN1)C1=C(C2)SC(=C1)C=1N=C(SC1)C(=O)N1CCOCC1 (4-(3-(1-methyl-1H-indazol-6-yl)-1,4-dihydrothieno[2',3':4,5]cyclopenta[1,2-c]pyrazol-6-yl)thiazol-2-yl)(N-morpholinyl)methanone